ethyl 6-((4-aminopiperidin-1-yl) methyl)-4-(2-bromo-4-fluorophenyl)-2-(thiazol-2-yl)-1,4-dihydropyrimidine-5-carboxylate NC1CCN(CC1)CC1=C(C(N=C(N1)C=1SC=CN1)C1=C(C=C(C=C1)F)Br)C(=O)OCC